6-bromo-N-(2-methoxy-4-((2-(methylsulfanyl)-6-(piperazin-1-yl)pyrimidin-4-yl)amino)phenyl)picolinamide BrC1=CC=CC(=N1)C(=O)NC1=C(C=C(C=C1)NC1=NC(=NC(=C1)N1CCNCC1)SC)OC